BrC1=CC=CC(=N1)\C=C(\C(=O)O)/F (Z)-3-(6-bromopyridin-2-yl)-2-fluoroacrylic acid